4-[4-(2-amino-1-hydroxy-2-methylpropyl)pyrazol-1-yl]-3-(2-methyl-6-morpholin-4-ylpyrimidin-4-yl)oxybenzonitrile NC(C(O)C=1C=NN(C1)C1=C(C=C(C#N)C=C1)OC1=NC(=NC(=C1)N1CCOCC1)C)(C)C